ClC1=NC(=CN=C1)C(C)(C)OC 2-chloro-6-(1-methoxy-1-methyl-ethyl)pyrazine